FC=1C(=C(C=NC1)N)N1CCC(CC1)CN1CCOCC1 5-fluoro-4-(4-(morpholinomethyl)piperidin-1-yl)pyridin-3-amine